(4R)-2,2-dimethyl-1,3-dioxolane-4-carbaldehyde CC1(OC[C@@H](O1)C=O)C